FC(C(C(F)(F)F)(O)C1=CC=C(C=C1)B1OC(C(O1)(C)C)(C)C)(F)F 1,1,1,3,3,3-hexafluoro-2-[4-(4,4,5,5-tetramethyl-1,3,2-dioxaborolan-2-yl)phenyl]Propan-2-ol